4-Indolecarboxaldehyde N1C=CC=2C(=CC=CC12)C=O